FC=1C=2N(C=C(C1)C=1C=CC=3N(N1)C=C(N3)C)C=C(N2)C2CCN(CC2)C 6-[8-fluoro-2-(1-methyl-4-piperidinyl)imidazo[1,2-a]pyridin-6-yl]-2-methyl-imidazo[1,2-b]pyridazine